cyclohex-2-ene-1-octanoate ammonium [NH4+].C1(C=CCCC1)CCCCCCCC(=O)[O-]